2-{octahydropyrrolo[1,2-a]pyrazin-2-yl}pyrimidine-5-carboxamide C1C2N(CCN1C1=NC=C(C=N1)C(=O)N)CCC2